(1S,4S,5R)-5-[[4-cyclopropyl-1-(2,6-dichlorophenyl)-1H-pyrazol-5-yl]methoxy]-2-azabicyclo[2.2.1]heptane C1(CC1)C=1C=NN(C1CO[C@H]1[C@@H]2CN[C@H](C1)C2)C2=C(C=CC=C2Cl)Cl